The molecule is a glutamyl-L-amino acid having L-isoleucine as the L-amino acid component. It has a role as a human metabolite. It is a conjugate acid of a gamma-Glu-Ile(1-). CC[C@H](C)[C@@H](C(=O)O)NC(=O)CC[C@@H](C(=O)O)N